Isopentyl 5-fluoro-3-(1-((1-(2-((4-isopropylphenyl)sulfonamido)ethyl)piperidin-4-yl)methyl)-1H-1,2,3-triazol-4-yl)-1H-indol-2-carboxylat FC=1C=C2C(=C(NC2=CC1)C(=O)OCCC(C)C)C=1N=NN(C1)CC1CCN(CC1)CCNS(=O)(=O)C1=CC=C(C=C1)C(C)C